C(C)OC(=O)C1=NC=2C=C3C(=CC2C=C1N1CC=CC=C1)N=C(O3)N3CCOCC3 1-(6-(ethoxycarbonyl)-2-morpholinooxazolo[4,5-g]quinoline-7-yl)pyridine